NCCC[SiH2]C(OC)OC 3-Aminopropyl(dimethoxymethylsilan)